tert-butyl 3-(1-aminoethyl)-3-hydroxyazetidine-1-carboxylate NC(C)C1(CN(C1)C(=O)OC(C)(C)C)O